methyl-propenol methyl-2-(5-chloro-4-methylsulfanyl-6-oxo-pyridazin-1-yl)propanoate CC(C(=O)OC(=CC)C)(C)N1N=CC(=C(C1=O)Cl)SC